O[C@@]1(C(N(CC1)C)=O)C1=CC(=NO1)C1=NC(=CC=C1)C1=NC(=NC=C1)N[C@H](C)C1=NN(C=C1)C (R)-3-Hydroxy-1-methyl-3-(3-(6-(2-(((R)-1-(1-methyl-1H-pyrazol-3-yl)ethyl)amino)pyrimidin-4-yl)pyridin-2-yl)isoxazol-5-yl)pyrrolidin-2-one